C(C)(C)(C)OC(=O)N1CC=2N=CN=C(C2CC1)N1C[C@H](CC1)F (S)-4-(3-fluoropyrrolidin-1-yl)-5,6-dihydropyrido[3,4-d]pyrimidine-7(8H)-carboxylic acid tert-butyl ester